N1(CCNCC1)C(=O)OC(C(=O)NC=1C=CC=C2C(=CNC12)C1=NC(=NC=C1F)NC1=C(C(=CC=C1)S(=O)(=O)C)F)COC (1-((3-(5-fluoro-2-((2-fluoro-3-(methylsulfonyl) phenyl) amino) pyrimidin-4-yl)-1H-indol-7-yl) amino)-3-methoxy-1-oxopropan-2-yl) piperazine-1-carboxylate